FC1(CCN(CC1)C1=NC=2C(=CC(=CC2C=2N1C=C(N2)C(F)(F)F)C(F)(F)F)C(C)NC2=C(C(=O)O)C=CC=C2)F 2-((1-(5-(4,4-difluoropiperidin-1-yl)-2,9-bis(trifluoromethyl)imidazo[1,2-c]quinazolin-7-yl)ethyl)amino)benzoic acid